1-isopropyl-9-(tetrahydro-2H-pyran-4-yl)-1,5,9,10-tetrahydro-1,2,4,5,8,9-hexaazabenzo[cd]cyclopenta[h]azulene C(C)(C)N1N=C2C3=C(C=CC=4C(=C13)CN(N4)C4CCOCC4)NN=C2